N-(4-fluoro-3-((5-(3-fluoro-4-(piperidin-1-yl)phenyl)-2-((1-methyl-1H-pyrazol-4-yl)amino)pyrimidin-4-yl)amino)phenyl)acrylamide FC1=C(C=C(C=C1)NC(C=C)=O)NC1=NC(=NC=C1C1=CC(=C(C=C1)N1CCCCC1)F)NC=1C=NN(C1)C